C(C)OC(=O)C=1C(=NC2=C(N=CC=C2C1)Cl)\N=C(\C)/NO (Z)-8-chloro-2-((1-(hydroxyamino)ethylidene)amino)-1,7-naphthyridine-3-carboxylic acid ethyl ester